ClC1=CC(=CC=2N(C(N(C21)CCC(C)(O)C)=O)CCC(C)(C)O)[N+](=O)[O-] 4-chloro-1,3-bis(3-hydroxy-3-methyl-butyl)-6-nitro-benzimidazol-2-one